ClC1=NC=CC(=N1)CC(=O)C=1C(=C(C=CC1)C=1C(=C(C(=CC1)C(F)(F)F)S(=O)(=O)N)F)F M-(3-(2-(2-Chloropyrimidin-4-yl)acetyl)-2-fluorophenyl)-2-fluoro-6-(trifluoromethyl)-benzenesulfonamide